1-(4-aminophenyl)indolin-5-amine NC1=CC=C(C=C1)N1CCC2=CC(=CC=C12)N